COC(CCOC(=O)C=1C(=C2NC1C(=C1CC(C(=N1)C=C1C(=C(C(N1)=CC=1C(=CC(N1)=C2)C)C(C)OCCCS[C@@H]2O[C@@H]([C@H]([C@@H]([C@H]2O)O)O)CO)C)C)C)C)=O 3-methoxy-3-oxopropyl-2,5,8,12,17-pentamethyl-13-(1-(3-(((2S,3R,4S,5S,6R)-3,4,5-trihydroxy-6-(hydroxymethyl)tetrahydro-2H-pyran-2-yl)thio)propoxy)ethyl)-7H,8H-porphyrin-3-carboxylate